4-((3-(7-amino-3-ethylbenzo[b]thiophen-2-yl)prop-2-yn-1-yl)amino)benzenesulfonamide methyl-3'-acetyl-4'-amino-2',4,5,6'-tetrafluoro-[1,1'-biphenyl]-3-carboxylate COC(=O)C=1C=C(C=C(C1F)F)C1=C(C(=C(C=C1F)N)C(C)=O)F.NC1=CC=CC2=C1SC(=C2CC)C#CCNC2=CC=C(C=C2)S(=O)(=O)N